6'-bromospiro[cyclopropane-1,1'-isoindolin]-3'-one BrC1=CC=C2C(NC3(C2=C1)CC3)=O